(2-(3,8-diazabicyclo[3.2.1]octan-8-yl)-7,8-dihydro-1,6-naphthyridin-6(5H)-yl)(2-methoxyphenyl)methanone C12CNCC(CC1)N2C2=NC=1CCN(CC1C=C2)C(=O)C2=C(C=CC=C2)OC